N-([1,1':3',1''-Terphenyl]-2'-yl)-4-(tert-butyl)-N-(3-methoxyphenyl)pyridin-2-amine C1(=CC=CC=C1)C1=C(C(=CC=C1)C1=CC=CC=C1)N(C1=NC=CC(=C1)C(C)(C)C)C1=CC(=CC=C1)OC